ethoxy-N-(2-(2,6-dioxopiperidin-3-yl)-1-oxoisoindolin-4-yl)acetamide C(C)OCC(=O)NC1=C2CN(C(C2=CC=C1)=O)C1C(NC(CC1)=O)=O